C(C\C=C/CCCCCCCCCCCCCC)=O (Z)-3-octadecenal